Methyl (S)-2-(5-cyclopropyl-6-oxo-3-(2-oxoethyl) pyridazin-1(6H)-yl)-4-methylpentanoate C1(CC1)C1=CC(=NN(C1=O)[C@H](C(=O)OC)CC(C)C)CC=O